5-((3-((tert-butyldimethylsilyl)oxy)cyclopentyl)oxy)-1,3,4-thiadiazol-2-amine [Si](C)(C)(C(C)(C)C)OC1CC(CC1)OC1=NN=C(S1)N